BrC1=NN(C(=N1)OC1=CC(=CC(=C1)C(F)(F)F)Cl)C(C)C 3-bromo-5-[3-chloro-5-(trifluoromethyl)phenoxy]-1-(Prop-2-yl)-1H-1,2,4-triazole